7-bromo-10H-[1,3]dioxolo[4,5-b]xanthene-10-one BrC=1C=C2OC=3C=C4C(=CC3C(C2=CC1)=O)OCO4